BrC1=C(C(=O)C2=CC(=C(OCC(=O)NC=3C=NC=CC3)C=C2)CC)C=CC=C1 2-(4-(2-bromobenzoyl)-2-ethylphenoxy)-N-(pyridin-3-yl)acetamide